N-(3-fluoro-4-((6-methoxy-7-(3-(4-oxopiperidin-1-yl)propoxy)quinolin-4-yl)oxy)phenyl)-5-(4-fluorophenyl)-6-oxo-2,3,5,6-tetrahydrofuro[3,2-c]pyridine-7-carboxamide FC=1C=C(C=CC1OC1=CC=NC2=CC(=C(C=C12)OC)OCCCN1CCC(CC1)=O)NC(=O)C1=C2C(=CN(C1=O)C1=CC=C(C=C1)F)CCO2